C(C1=CC=CC=C1)OC1=CC=C(C=C1)C(C1=CC=C(OCC(=O)O)C=C1)C1=NC=CC=C1 2-(4-((4-(benzyloxy)phenyl)(pyridine-2-yl)methyl)phenoxy)acetic acid